OCCN1CCNCC1 N-(hydroxyethyl)piperazine